4-(4,4,5,5-tetramethyl-1,3,2-dioxaborolan-2-yl)-2,3-dihydro-1H-inden-1-ol CC1(OB(OC1(C)C)C1=C2CCC(C2=CC=C1)O)C